COC=1C=C(C=CC1OC)C1(CC1)C#N (3,4-dimethoxyphenyl)cyclopropanecarbonitrile